1-Methyl-4-(5-((1S,5R)-5-(trifluoromethyl)-3-(8-(trifluoromethyl)quinolin-5-yl)-3-azabicyclo[3.1.0]hexan-1-yl)-1,3,4-oxadiazol-2-yl)piperidin-4-ol CN1CCC(CC1)(O)C=1OC(=NN1)[C@@]12CN(C[C@]2(C1)C(F)(F)F)C1=C2C=CC=NC2=C(C=C1)C(F)(F)F